5-((tert-Butoxycarbonyl)amino)-2,11,11,12,12-pentamethyl-6-oxo-10-oxa-2-thia-7-aza-11-silatridecan-2-ium C(C)(C)(C)OC(=O)NC(CC[S+](C)C)C(NCCO[Si](C(C)(C)C)(C)C)=O